ClC1=NC=C(C=N1)C(C)O 1-(2-Chloropyrimidin-5-yl)ethan-1-ol